C(C)(C)(C)C=1C=C(N(N1)C)NC(NC=1SC(=CN1)CCC1=CC(=NC=C1)NC(C(C)C)=O)=O N-[4-(2-{2-[3-(5-tert-Butyl-2-methyl-2H-pyrazol-3-yl)-ureido]-thiazol-5-yl}-ethyl)-pyridin-2-yl]-isobutyramide